(2,3-dimethylquinoxalin-6-yl)ethan-1-one CC1=NC2=CC=C(C=C2N=C1C)C(C)=O